1-(2-(aminomethyl)-6-cyclopropyl-imidazo[1,2-a]pyridin-8-yl)-3-methyl-dihydropyrimidine-2,4(1H,3H)-dione hydrochloride Cl.NCC=1N=C2N(C=C(C=C2N2C(N(C(CC2)=O)C)=O)C2CC2)C1